N[C@]1(C(N(C2=CC=CC=C12)CC1=CC=CC=C1)=O)C1=CC=C(C=C1)OC (R)-3-amino-1-benzyl-3-(4-methoxyphenyl)indol-2-one